tert-Butyl 7-[(5-methoxypyridin-2-yl)methoxy]-1,2,3,4-tetrahydroisoquinoline-2-carboxylate COC=1C=CC(=NC1)COC1=CC=C2CCN(CC2=C1)C(=O)OC(C)(C)C